FC(C1=NC=CC=C1C1=NN=C(S1)C1CN(CCC1)C(=O)O)(F)F 3-(5-(2-(trifluoromethyl)pyridin-3-yl)-1,3,4-thiadiazol-2-yl)piperidine-1-carboxylic acid